(S)-2-(3-(Hydroxymethyl)bicyclo[1.1.1]pentan-1-yl)hexahydroimidazo[1,5-a]pyrazin-3(2H)-one OCC12CC(C1)(C2)N2C(N1[C@@H](CNCC1)C2)=O